F\C(=C/CN1CC2=CC=CC=C2C1)\C(SC1=CC=CC=C1)(F)F (Z)-2-(3,4,4-trifluoro-4-(phenylthio)but-2-en-1-yl)isoindoline